propylene glycol bis(3-mercapto-3-methylbutyl)phthalate SC(CCC=1C(=C(C(C(=O)O)=CC1)C(=O)O)CCC(C)(S)C)(C)C.C(C(C)O)O